α,α-difluoroacetic acid ethyl ester C(C)OC(C(F)F)=O